7-chloro-6-(3-chlorophenyl)-3H-imidazo[4,5-b]pyridine ClC1=C2C(=NC=C1C1=CC(=CC=C1)Cl)NC=N2